C1=CN=C(N1)[N+](=O)[O-] NITROIMIDAZOLE